2-{1-[(3S)-3-aminobutanoyl]-6-(2-ethoxypyridin-3-yl)-1,2-dihydrospiro[indole-3,4'-piperidin]-1'-yl}-5-(trifluoromethyl)benzonitrile N[C@H](CC(=O)N1CC2(CCN(CC2)C2=C(C#N)C=C(C=C2)C(F)(F)F)C2=CC=C(C=C12)C=1C(=NC=CC1)OCC)C